C1(CC1)C1=NC(=CC(=C1)C1=CC(=C2C(=N1)N=C(N2)NC(=O)C2=CC=C(C=N2)C(=O)OC)N(C)CC2(CCCC2)COC)C(F)(F)F Methyl 6-({5-[2-cyclopropyl-6-(trifluoromethyl)pyridin-4-yl]-7-({[1-(methoxymethyl)cyclopentyl]methyl}(methyl)amino)-1H-imidazo[4,5-b]pyridin-2-yl} carbamoyl)pyridine-3-carboxylate